N-((S)-1-cyano-2-((S)-2-oxopiperidin-3-yl)ethyl)-2,2-difluoro-6-(4-methoxy-1H-indole-2-carbonyl)-6-azaspiro[3.4]octane-7-carboxamide C(#N)[C@H](C[C@H]1C(NCCC1)=O)NC(=O)C1N(CC2(CC(C2)(F)F)C1)C(=O)C=1NC2=CC=CC(=C2C1)OC